3-fluoro-2-(trifluoromethoxy)pyridin-4-amine FC=1C(=NC=CC1N)OC(F)(F)F